3-(5-(((1S,2S)-2-(((3,3-difluorocyclobutyl)methyl)amino)cyclohexyl)oxy)-1-oxoisoindolin-2-yl)piperidine-2,6-dione FC1(CC(C1)CN[C@@H]1[C@H](CCCC1)OC=1C=C2CN(C(C2=CC1)=O)C1C(NC(CC1)=O)=O)F